C(C1=CC=CC=C1)C1OCCN(C1)C1=CC2=C(C=N1)C(=NN2C)C=2C(=C(C(=C(C2)C(F)(F)F)F)O)F 3-(6-(2-Benzylmorpholino)-1-methyl-1H-pyrazolo[4,3-c]pyridin-3-yl)-2,6-difluoro-5-(trifluoromethyl)phenol